ClC1=C(COC2=CC=C(OCCOCCNC3CCCC3)C=C2)C=C(C=C1)Cl N-(2-(2-(4-(2,5-dichlorobenzyloxy)phenoxy)ethoxy)ethyl)cyclopentylamine